1-(2,5-dioxo-2,5-dihydro-1H-pyrrol-1-yl)-3,6,9,12,15,18-hexaoxaheneicosane O=C1N(C(C=C1)=O)CCOCCOCCOCCOCCOCCOCCC